BrC1=CC=C2C=3C(=CN=NC13)C(N2C2CNCCC2)=O 3-(8-bromo-4-oxopyrrolo[4,3,2-de]cinnolin-5(4H)-yl)piperidine